3-methyl-2-({(3R,6R)-6-methyl-1-[(3-methyl-5-phenylisothiazol-4-yl)carbonyl]piperidin-3-yl}oxy)pyridine-4-carbonitrile CC=1C(=NC=CC1C#N)O[C@H]1CN([C@@H](CC1)C)C(=O)C=1C(=NSC1C1=CC=CC=C1)C